The molecule is a monocarboxylic acid that is propanoic acid in which one of the hydrogens at position 3 has been replaced by a 4-hydroxy-3-methoxyphenyl group. It has a role as a human xenobiotic metabolite, a plant metabolite, a mouse metabolite and an antioxidant. It is a monocarboxylic acid, a phenylpropanoid and a member of guaiacols. It derives from a propionic acid. It is a conjugate acid of a dihydroferulate. COC1=C(C=CC(=C1)CCC(=O)O)O